N[C@H](C(=O)OC)C(C1CC1)C1CC1 methyl (S)-2-amino-3,3-dicyclopropylpropanoate